methyl 4-(2-(cyclopropanesulfonamido) pyrimidin-4-yl)tetrahydro-2H-pyran-4-carboxylate C1(CC1)S(=O)(=O)NC1=NC=CC(=N1)C1(CCOCC1)C(=O)OC